C(C)C=1C=CC=2N(C1)N=CC2C(=O)NC2=C(C=C(C(=C2)C2=NN=C(N2)OC)F)C 6-Ethyl-N-[4-fluoro-5-(5-methoxy-4H-1,2,4-triazol-3-yl)-2-methylphenyl]pyrazolo[1,5-a]pyridine-3-carboxamide